O1C2=C(OCC1)C=CC=C2 2,3-dihydrobenzo[b]dioxine